4-[2,3-difluoro-4-(4,4,5,5-tetramethyl-1,3,2-dioxaborolan-2-yl)phenyl]-1-(2-methoxyethyl)-5-methyl-pyrazole FC1=C(C=CC(=C1F)B1OC(C(O1)(C)C)(C)C)C=1C=NN(C1C)CCOC